NC(C(=O)O)CCCCCC.ICC1OCC1 2-(iodomethyl)oxetane amino-octanoate